C1=[N+]2C3=C(C=CC2=CC=C1)C=CC=C3 benzo[c]quinolizinium